(R)-N-(4-fluorobenzyl)-1-(1-methylpyrrolidin-2-yl)methylamine FC1=CC=C(CNC[C@@H]2N(CCC2)C)C=C1